3-amino-6-(1-methyl-1H-benzo[d]imidazol-4-yl)-5-(trifluoromethyl)picolinonitrile NC=1C(=NC(=C(C1)C(F)(F)F)C1=CC=CC=2N(C=NC21)C)C#N